Methyl 3-amino-2-(2-(5-chloro-1-methyl-1H-imidazol-4-yl)-6-fluorophenyl)imidazo[1,2-a]pyridine-7-carboxylate NC1=C(N=C2N1C=CC(=C2)C(=O)OC)C2=C(C=CC=C2F)C=2N=CN(C2Cl)C